FC=1C=C(C=CC1N1[C@H](CCC1)C)C1=NN=C(S1)N (S)-5-(3-fluoro-4-(2-methylpyrrolidin-1-yl)phenyl)-1,3,4-thiadiazole-2-amine